C(C1=CC=CC=C1)OCC([N+](=O)[O-])C1(CN(C1)C(=O)OC(C)(C)C)O Tert-Butyl 3-(2-benzyloxy-1-nitro-ethyl)-3-hydroxy-azetidine-1-carboxylate